6-bromo-4-fluoro-isoindoline-2-carboxylic acid tert-butyl ester C(C)(C)(C)OC(=O)N1CC2=CC(=CC(=C2C1)F)Br